FC1=CC=CC2=C1N(C(=N2)C=2C(=NON2)N)CC=2N=NC(=CC2)OC 4-(7-fluoro-1-((6-methoxypyridazin-3-yl)methyl)-benzimidazol-2-yl)-1,2,5-oxadiazol-3-amine